methyl 6-bromothieno[2,3-b]pyridine-2-carboxylate BrC1=CC=C2C(=N1)SC(=C2)C(=O)OC